OC1=CC=C(C2=C1NC(CO2)=O)C(C(CC)NC(C)C)O 5-hydroxy-8-(1-hydroxy-2-isopropylaminobutyl)-2H-1,4-benzoxazin-3(4H)-one